1-(2-(2,6-dioxopiperidin-3-yl)-1,3-dioxoisoindoline-5-carbonyl)piperidine O=C1NC(CCC1N1C(C2=CC=C(C=C2C1=O)C(=O)N1CCCCC1)=O)=O